COC1=CC=NC=C1C#CC1=C(C=CC=C1)NS(=O)(=O)C1=C(C(=C(C=C1)OC)C)C 4-Methoxy-5-{2-[2-(4-methoxy-2,3-dimethylbenzenesulfonamido)phenyl]-ethynyl}pyridin